ClC1=NC(=CC(=C1)OCCNC(OC(C)(C)C)=O)C tert-butyl N-[2-[(2-chloro-6-methyl-4-pyridyl)oxy]ethyl]carbamate